6-(4-Methylaminobenzyl)-3-(3-cyanobenzyl)-2,3,4,6-tetrahydropyrido[3,4-c][1,8]naphthyridine-5(1H)-one CNC1=CC=C(CN2C(C3=C(C=4C=CC=NC24)CCN(C3)CC3=CC(=CC=C3)C#N)=O)C=C1